CON=C1C2=C(NC=N1)N(C=C2)[C@@H]2O[C@@H]([C@H]([C@H]2O)O)[C@](C)(O)C2=CC(=C(C=C2)Cl)Cl 7-((2R,3R,4S,5S)-5-((R)-1-(3,4-dichlorophenyl)-1-hydroxyethyl)-3,4-dihydroxytetrahydrofuran-2-yl)-1,7-dihydro-4H-pyrrolo[2,3-d]pyrimidin-4-one O-methyl oxime